CN1C(=NN=C1)C1CN(C1)C(=O)[C@@H]1CC[C@H]2N1C([C@H](C[C@@H]1[C@H](C2)C1)NC(=O)C1=CC2=C(S1)C=CC=C2)=O 2-(((3S,6S,7aR,8aS,9aR)-3-(3-(4-methyl-4H-1,2,4-triazol-3-yl)azetidine-1-carbonyl)-5-oxodeca-hydro-1H-cyclopropa[d]pyrrolo[1,2-a]azocin-6-yl)carbamoyl)benzo[b]thiophen